ClC=1C(=NC(=CC1)C1=CC(=C(C=C1)C(F)(F)F)F)C(=O)OC Methyl 3-chloro-6-(3-fluoro-4-(trifluoromethyl) phenyl)picolinate